tert-butyl (4R)-2-(2-diazoacetyl)-4-(2,3,6-trifluorophenyl)pyrrolidine-1-carboxylate [N+](=[N-])=CC(=O)C1N(C[C@H](C1)C1=C(C(=CC=C1F)F)F)C(=O)OC(C)(C)C